COC1(CC(C1)O)C 3-methoxy-3-methylcyclobutane-1-ol